S1NCCC=C1 dihydrothiazin